tert-Butyl (1S,4S)-5-(4-((4-((3,3-difluorocyclobutyl)methoxy)-2,3-difluorophenyl)amino)pyrido[3,2-d]pyrimidin-6-yl)-2,5-diazabicyclo[2.2.1]heptane-2-carboxylate FC1(CC(C1)COC1=C(C(=C(C=C1)NC=1C2=C(N=CN1)C=CC(=N2)N2[C@@H]1CN([C@H](C2)C1)C(=O)OC(C)(C)C)F)F)F